CP(C1=C(C=CC=C1)NC1=C2NC=NC2=NC(=N1)NC=1SC=2CN(CCC2N1)C)(C)=O dimethyl-(2-((2-((5-methyl-4,5,6,7-tetrahydrothiazolo[5,4-c]pyridin-2-yl)amino)-7H-purin-6-yl)amino)phenyl)phosphine oxide